C(C)(C)(C)OC(=O)N1C=CC2=NC=C(C=C21)CNC(=O)C=2N=C1N(C(C2)=O)C=CC=C1 6-[[(4-oxopyrido[1,2-a]pyrimidine-2-carbonyl)amino]methyl]pyrrolo[3,2-b]pyridine-1-carboxylic acid tert-butyl ester